N-(5-((6-((S)-3-(3,5-difluorobenzyl)isoxazolidine-2-yl)pyrimidine-4-yl)amino)-2-((2-(dimethylamino)ethyl)(methyl)-amino)-4-methoxyphenyl)acrylamide FC=1C=C(C[C@@H]2N(OCC2)C2=CC(=NC=N2)NC=2C(=CC(=C(C2)NC(C=C)=O)N(C)CCN(C)C)OC)C=C(C1)F